BrCC1=C(C=C(C=C1)[N+](=O)[O-])Cl 1-(bromomethyl)-2-chloro-4-nitrobenzene